1,1-dimethylpyrrolidin-1-ium 2,2,2-trifluoroacetate FC(C(=O)[O-])(F)F.C[N+]1(CCCC1)C